FC=1C=C2/C(/C3=NC4=CC(=CC=C4C(N3C2=CC1)=O)CNC(C)=O)=N/OC (Z)-N-((8-fluoro-6-(methoxyimino)-12-oxo-6,12-dihydroindolo[2,1-b]quinazolin-3-yl)methyl)acetamide